2-(4-cyanophenyl)-7-(isopropylamino)-N-methylpyrazolo[1,5-a]pyrimidine-6-carboxamide C(#N)C1=CC=C(C=C1)C1=NN2C(N=CC(=C2NC(C)C)C(=O)NC)=C1